5-[methyl-(5,6,7,8-tetrahydroquinolin-8-yl)amino]-2-(pyridin-2-yl)-4,5,6,7-tetrahydro-2H-indazol-3-ol CN(C1CC2=C(N(N=C2CC1)C1=NC=CC=C1)O)C1CCCC=2C=CC=NC12